CC1=C(OCC(=O)[O-])C(=CC=C1)C 2,6-Dimethylphenoxyacetate